C(C)(=O)NNC(=O)C=1N=NC(=CC1)N1CCC(CC1)OC1=C(C=CC=C1)C(F)(F)F N'-acetyl-6-(4-(2-(trifluoromethyl)phenoxy)piperidin-1-yl)pyridazine-3-carbohydrazide